6-[3-[(4-cyanophenyl)methylamino]-7,8-dihydro-5H-1,6-naphthyridin-6-yl]-4,5-dimethyl-pyridazine-3-carbonitrile C(#N)C1=CC=C(C=C1)CNC=1C=NC=2CCN(CC2C1)C1=C(C(=C(N=N1)C#N)C)C